aminopropyl-butyrolactam NCCCC1C(=O)NCC1